1-Ethyl-6-fluoro-7-(4-methylpiperazin-1-yl)-3-(4-bromocinnamoyl)-quinoline C(C)N1CC(=CC2=CC(=C(C=C12)N1CCN(CC1)C)F)C(C=CC1=CC=C(C=C1)Br)=O